ClC=1C=C(OC2=C3C(C(C3=C(C=C2)I)O)F)C=C(C1)F 2-(3-chloro-5-fluorophenoxy)-8-fluoro-5-iodobicyclo[4.2.0]octa-1,3,5-trien-7-ol